C(#N)C=1C=NC(=CC1C1=CC=C(C=C1)F)C1=NC=CC=C1C 3-cyano-4-(4-fluorophenyl)-6-(3-methylpyridin-2-yl)pyridin